11β,17α,21-Trihydroxypregn-4-ene-3,20-dione C[C@]12CCC(=O)C=C1CC[C@@H]3[C@@H]2[C@H](C[C@]4([C@H]3CC[C@@]4(C(=O)CO)O)C)O